C(C)(C)(C)OC(=O)N1C=C(C2=CC=CC(=C12)NC([C@H](CNC(=O)OC(C)(C)C)C1=CC=CC=C1)=O)Br 3-bromo-7-[[(2S)-3-(tert-butoxycarbonylamino)-2-phenyl-propionyl]amino]indole-1-carboxylic acid tert-butyl ester